(+-)-tartrate C(=O)([O-])C(O)C(O)C(=O)[O-]